CC1=C(OC(C(=O)O)(C)C)C(=CC(=C1)C(C)N1N=CN(C1=O)C1=CC=C(C=C1)OC(F)(F)F)C 2-(2,6-Dimethyl-4-(1-(5-oxo-4-(4-(trifluoromethoxy)phenyl)-4,5-dihydro-1H-1,2,4-triazol-1-yl)ethyl)-phenoxy)-2-methylpropionic acid